[C@@H]1(NC[C@H]2[C@@H]1CCC2)C(=O)N[C@H](C(C(=O)NC2CC2)O)C[C@H]2C(NC1(CC1)C2)=O |o1:21| (3S)-3-[(1S,3aR,6aS)-octahydrocyclopenta[c]pyrrol-1-ylformamido]-N-cyclopropyl-2-hydroxy-4-[(6R*)-5-oxo-4-azaspiro[2.4]heptan-6-yl]butanamide